COCCOCCOC1=C(C=CC(=C1)N)N [2-(2-methoxyethoxy)ethoxy]Benzene-1,4-diamine